C(C)SC1=NN2C(N=CC(=C2)C2=CC=C(C=C2)OC(F)(F)F)=C1C1=NC=2C(=NC=C(C2)C(F)(F)F)N1C 2-(2-(ethylsulfanyl)-6-(4-(trifluoromethoxy)phenyl)pyrazolo[1,5-a]pyrimidin-3-yl)-3-methyl-6-(trifluoromethyl)-3H-imidazo[4,5-b]pyridine